[Ir+3].N1=CC=C(C=C1)C=1C2=CC=C(N2)C(=C2C=CC(C(=C3C=CC(=C(C=4C=CC1N4)C4=CC=NC=C4)N3)C3=CC=NC=C3)=N2)C2=CC=NC=C2 5,10,15,20-tetra(4-pyridyl)porphyrin iridium (III)